[5-amino-1-(2-methyl-3H-benzimidazol-5-yl)pyrazol-4-yl]-(1H-indol-2-yl)methanone methyl-(5R)-5-methyl-2-morpholino-5,7-dihydrofuro[3,4-b]pyridine-3-carboxylate COC(=O)C=1C=C2C(=NC1N1CCOCC1)CO[C@@H]2C.NC2=C(C=NN2C2=CC1=C(N=C(N1)C)C=C2)C(=O)C=2NC1=CC=CC=C1C2